tetramethylcyclopentadienyl-indium CC1=C(C(=C(C1[In])C)C)C